(4-bromophenyl)(4-hydroxyphenyl)methanone triflat copper [Cu+2].[O-]S(=O)(=O)C(F)(F)F.BrC1=CC=C(C=C1)C(=O)C1=CC=C(C=C1)O.[O-]S(=O)(=O)C(F)(F)F